C(C(CC(C(=S)[O-])CCCCCCCCCCCCC)(C)C)(C(C(=S)[O-])CCCCCCCCCCCCC)(C(C(=S)[O-])CCCCCCCCCCCCC)C(C(=S)[O-])CCCCCCCCCCCCC neopentanetetrayltetrakis(3-laurylthiopropionate)